OC1(CC1)C=1C=C(OC1)S(=O)(=O)N 4-(1-hydroxycyclopropyl)furan-2-sulfonamide